3-amino-4-(6,7-difluoro-1H-indazol-4-yl)-5-fluoro-1H-1,7-phenanthrolin-2-one NC=1C(NC2=C3C=CC=NC3=CC(=C2C1C1=C2C=NNC2=C(C(=C1)F)F)F)=O